FC1=CC=C(COC(NC2=CC=C(C=C2)[C@@H]2CNCC2)=O)C=C1 |r| (RS)-(4-Pyrrolidin-3-yl-phenyl)-carbamic acid 4-fluoro-benzylester